8-bromo-5H-pyrido[2',3':4,5]pyrrolo[3,2-d]pyrimidin-4-ol BrC=1C=CC2=C(C=3N=CN=C(C3N2)O)N1